BrC=1C=CC=2C(N(C3=CC=CC1C23)C(C(=O)O)CCC(=O)O)=S 2-(5-bromo-2-thioxobenzo[cd]indol-1(2H)-yl)pentanedioic acid